CC1C=C(O)C=C(C1(O)C)C 3,4,5-trimethylhydroquinone